C(CCC)C1(CS(C2=C(N(C1)C1=CC=CC=C1)C=C(C(=C2)O)I)(=O)=O)CC 3-butyl-3-ethyl-8-hydroxy-7-iodo-5-phenyl-2,3,4,5-tetrahydro-1,5-benzothiazepine 1,1-dioxide